6-{1-[(1S,3S,4R)-5-methylene-2-azabicyclo[2.2.2]octane-3-carbonyl]pyrrolidin-3-yl}imidazo[1,5-a]pyridine C=C1[C@@H]2[C@H](N[C@H](C1)CC2)C(=O)N2CC(CC2)C=2C=CC=1N(C2)C=NC1